BrC1=NC(=CC(=C1)[C@H]1CN(C[C@@H](O1)C)C(=O)OC(C)(C)C)Cl tert-butyl (2S,6S)-2-(2-bromo-6-chloropyridin-4-yl)-6-methylmorpholine-4-carboxylate